3-AMINO-5-BROMOBENZOTHIOPHENE-2-CARBOXALDEHYDE NC1=C(SC2=C1C=C(C=C2)Br)C=O